CC1([C@@H]2CCC=3[C@@]4(CC[C@H]([C@@H](CCCC(C)C)C)[C@]4(CCC3[C@]2(CC[C@@H]1O)C)C)C=O)C 4,4-dimethyl-14alpha-formyl-5alpha-cholest-8-en-3beta-ol